4-((2-butyl-4-methyl-5-(2-morpholino-2-oxoethyl)-6-oxopyrimidin-1(6H)-yl)methyl)-2'-(N-(4,5-dimethylisoxazol-3-yl)-N-(methoxymethyl)sulfamoyl)-[1,1'-biphenyl]-2-carboxylic acid C(CCC)C=1N(C(C(=C(N1)C)CC(=O)N1CCOCC1)=O)CC=1C=C(C(=CC1)C1=C(C=CC=C1)S(N(COC)C1=NOC(=C1C)C)(=O)=O)C(=O)O